(2-((S)-3-(hydroxymethyl)piperidin-1-yl)thiazol-5-yl)(2-phenylpyrrolidin-1-yl)methanone OC[C@@H]1CN(CCC1)C=1SC(=CN1)C(=O)N1C(CCC1)C1=CC=CC=C1